CC1(CC1C=C(Cl)C(F)(F)F)C 2,2-dimethyl-3-(2-(trifluoromethyl)-2-chlorovinyl)cyclopropane